N1[C@@H](CCC1)CNC1(CCC1)C1=CC(=CC=C1)OC(F)(F)F N-{[(2S)-pyrrolidin-2-yl]methyl}-1-[3-(trifluoromethoxy)phenyl]cyclobutan-1-amine